FC1=CC=C(C=C1)C(C(=O)O)(CC(=O)O)C1=CC=C(C=C1)OC 2-(4-fluorophenyl)-2-(4-methoxyphenyl)succinic acid